folic acid tert-butyl ester C(C)(C)(C)OC(CC[C@@H](C(=O)O)NC(=O)C1=CC=C(NCC2=CN=C3N=C(N)NC(=O)C3=N2)C=C1)=O